silver 1,3-bis(2,6-dimethylphenyl)imidazole CC1=C(C(=CC=C1)C)N1CN(C=C1)C1=C(C=CC=C1C)C.[Ag]